CN(C)\C=C(\C(=O)OC)/C(C)=O Methyl (2E)-2-[(dimethylamino) methylene]-3-oxobutanoate